(2,6-difluorophenyl)-4-((6-morpholinopyridin-3-yl)amino)pyridazine-3-carboxamide FC1=C(C(=CC=C1)F)C=1C(=C(N=NC1)C(=O)N)NC=1C=NC(=CC1)N1CCOCC1